4-(dimethylamino)-1-[(2S)-2-({[4-(3-phenyl-1H-pyrrolo[3,2-b]pyridin-2-yl)pyridin-3-yl]oxy}methyl)pyrrolidin-1-yl]but-2-yn-1-one CN(CC#CC(=O)N1[C@@H](CCC1)COC=1C=NC=CC1C1=C(C2=NC=CC=C2N1)C1=CC=CC=C1)C